6,6a,7,8-tetrahydro-9H-pyrido[3,2-b]pyrrolo[1,2-d][1,4]oxazin-9-one N1=CC=CC=2OCC3N(C21)C(CC3)=O